tert-butyl (S)-4-(2-(4-(7,7-difluoro-2-(2-methylazetidin-1-yl)-6,7-dihydro-5H-cyclopenta[d]pyrimidin-4-yl)-2,6-difluorophenoxy)acetyl)piperazin-1-carboxylate FC1(CCC2=C1N=C(N=C2C2=CC(=C(OCC(=O)N1CCN(CC1)C(=O)OC(C)(C)C)C(=C2)F)F)N2[C@H](CC2)C)F